N-(4-phenyl-1,2,3-thiadiazol-5-yl)pyrrolidine-2-carboxamide C1(=CC=CC=C1)C=1N=NSC1NC(=O)C1NCCC1